C1(CCCCC1)CC(=O)NCC1C(NC2=C(S1)N=CC=C2)=O 2-cyclohexyl-N-((2-oxo-2,3-dihydro-1H-pyrido[2,3-b][1,4]thiazin-3-yl)methyl)acetamide